CN1N=NC=C1C(=O)O 3-methyl-triazole-4-carboxylic acid